[Si](C)(C)(C(C)(C)C)O[C@H]1[C@@H](OC[C@@H]1F)C(CC#N)=O 3-((2R,3S,4S)-3-((tert-butyldimethylsilyl)oxy)-4-fluorotetrahydrofuran-2-yl)-3-oxopropanenitrile